3-(3-Methyl-4-(4-(methyl(((1r,4r)-4-(3-(methylsulfonyl)-4-nitro-1H-pyrazol-1-yl)cyclohexyl)methyl)amino)piperidin-1-yl)-2-oxo-2,3-dihydro-1H-benzo[d]imidazol-1-yl)piperidine-2,6-dione CN1C(N(C2=C1C(=CC=C2)N2CCC(CC2)N(CC2CCC(CC2)N2N=C(C(=C2)[N+](=O)[O-])S(=O)(=O)C)C)C2C(NC(CC2)=O)=O)=O